hexahydro-2-ethyl-anthracene 1H-indole-1-carboxylate N1(C=CC2=CC=CC=C12)C(=O)O.C(C)C1CC2=CC3=CC=CC=C3CC2CC1